2-fluoro-5-methoxy-4-((4-((2-methyl-3-oxoisoindolin-4-yl)methyl)-5-(trifluoromethyl)pyrimidin-2-yl)amino)-N-(7-methyl-7-azaspiro[3.5]nonan-2-yl)benzamide FC1=C(C(=O)NC2CC3(C2)CCN(CC3)C)C=C(C(=C1)NC1=NC=C(C(=N1)CC1=C3C(N(CC3=CC=C1)C)=O)C(F)(F)F)OC